Quinoline-7(8H)-carboxylic acid N1=CC=CC=2C=CC(CC12)C(=O)O